C(C)(C)(C)CCCCCCCCCCCC(=O)NC(CCC(=O)NCCCCN=[N+]=[N-])(CCC(=O)NCCCCN=[N+]=[N-])CCC(=O)NCCCCN=[N+]=[N-] tert-butyl-12-((1,7-bis((4-azidobutyl)amino)-4-(3-((4-azidobutyl)amino)-3-oxopropyl)-1,7-dioxoheptan-4-yl)amino)-12-oxododecane